(cyclopentadienyl)dimethylacetyl-platinum(IV) C1(C=CC=C1)[Pt](C(C)=O)(C)C